ClC=1C=C(C=C(C1)NS(=O)(=O)C)NC(=O)C1=CN(C(=C1)C1=NC=C(C=C1F)N1CC2(C1)CC(C2)(F)F)C N-(3-chloro-5-(methylsulfonylamino)phenyl)-5-(5-(6,6-difluoro-2-azaspiro[3.3]hept-2-yl)-3-fluoropyridin-2-yl)-1-methyl-1H-pyrrole-3-carboxamide